N1=CC(=CC2=CC=CC=C12)NC(C1=C(C(=CC=C1)F)Cl)=O N-quinolin-3-yl-2-chloro-3-fluoro-benzamide